FC(C1=NN=C(O1)C=1C=NC(=NC1)NC=1C=C(C2=C(NC=N2)C1)S(=O)(=O)NCCO)F 6-((5-(5-(difluoromethyl)-1,3,4-oxadiazol-2-yl)pyrimidin-2-yl)amino)-N-(2-hydroxyethyl)-1H-benzo[d]imidazole-4-sulfonamide